C(\C=C(/C)\CCC=C(C)C)OP([O-])(=O)OP(=O)([O-])[O-] GERANYLDIPHOSPHAT